N-((2-(Pyridin-2-yl)ethyl)carbonyl)-L-leucine N1=C(C=CC=C1)CCC(=O)N[C@@H](CC(C)C)C(=O)O